N[C@@H]1CN(CC1F)C1=NC(=C2N=CN(C2=N1)C)NC=1C(=NN(C1)CCCCNS(=O)(=O)C1=CC=C(NC2=NC=C(C(=N2)NC2=C(C(=O)N)C(=CC=C2)F)Br)C=C1)OC 2-[[2-[4-[4-[4-[[2-[(3R)-3-amino-4-fluoro-pyrrolidin-1-yl]-9-methyl-purin-6-yl]amino]-3-methoxy-pyrazol-1-yl]butylsulfamoyl]anilino]-5-bromo-pyrimidin-4-yl]amino]-6-fluoro-benzamide